2-(4-amino-8-phenyl-9H-pyrimido[4,5-b]indol-9-yl)acetic acid NC1=NC=NC=2N(C3=C(C=CC=C3C21)C2=CC=CC=C2)CC(=O)O